Tertiary butyl cyanoacetate C(#N)CC(=O)OC(C)(C)C